O=C1NC(CCC1N1C(C2=CC=CC(=C2C1=O)NCCCCCCCC(=O)N(C)C1=CC=C(C=C1)NC(CCCCCCC(=O)NO)=O)=O)=O N1-(4-(8-((2-(2,6-dioxopiperidin-3-yl)-1,3-dioxoisoindolin-4-yl)amino)-N-methyloctanamido)phenyl)-N8-hydroxyoctanediamide